3-cyclopropylpropan-1-ol C1(CC1)CCCO